(R)-2-(1H-benzo[d]imidazol-5-yl)-3-(3,4-dimethoxyphenyl)isoindolin-1-one N1C=NC2=C1C=CC(=C2)N2C(C1=CC=CC=C1[C@H]2C2=CC(=C(C=C2)OC)OC)=O